C(=CCCC)[C@]([C@]1(C(=O)CCCCCCCCCCC1)OP(=O)(O)O)(O)[C@H](O)[C@H](O)CO undecanopentenyl-phosphoglucose